(9aR,10S)-10-((R)-(2,3-difluorophenyl)(2-fluorophenyl)methyl)-4-hydroxy-8,9,9a,10-tetrahydro-7H-pyrrolo[1',2':4,5]pyrazino[1,2-b]pyridazine-3,5-dione FC1=C(C=CC=C1F)[C@H]([C@H]1[C@@H]2N(C(C=3N1N=CC(C3O)=O)=O)CCC2)C2=C(C=CC=C2)F